2-(bicyclo[2.2.1]hept-1-yl)acetaldehyde C12(CCC(CC1)C2)CC=O